C(C=C)(=O)N1CCN(CC1)C1=NC=NC2=CC(=C(C=C12)Cl)C1=C(C=CC=C1)C1(CC1)C(=O)N 1-(2-(4-(4-acryloyl-piperazin-1-yl)-6-chloro-quinazolin-7-yl)phenyl)cyclopropane-carboxamide